BrC1=NC=C(C(=N1)C1=CN=C2N1C=C(N=C2)C(C)=O)F (3-(2-bromo-5-fluoropyrimidin-4-yl)imidazo[1,2-a]pyrazin-6-yl)ethan-1-one